6-(6-ethynyl-2-methylpyridin-3-yl)-5-(3-fluoro-4-((4-methylpyrimidin-2-yl)oxy)phenyl)-7-methyl-7H-pyrrolo[2,3-d]pyrimidin-4-amine C(#C)C1=CC=C(C(=N1)C)C1=C(C2=C(N=CN=C2N)N1C)C1=CC(=C(C=C1)OC1=NC=CC(=N1)C)F